ClC1=C(C=CC(=C1)Cl)C1=NC(=NC(=N1)C(Cl)(Cl)Cl)C(Cl)(Cl)Cl 2-(2,4-dichlorophenyl)-4,6-bis(trichloromethyl)-s-triazine